ClC(COCC)(Cl)OC(C=C)=O.[Si](C)(C)(C(C)(C)C)NC(CC=C[SiH3])N[Si](C)(C)C(C)(C)C bis[(t-butyldimethylsilyl)amino]ethylvinylsilane 1,1-dichloro-2-ethoxyethyl-acrylate